NC1=CC(=C(C=C1)C=1C(=C(NC1C)C(=O)N)C1C(C(=C(C=C1)C1=NC=CC(=N1)C)F)=O)C 4-(4-amino-2-methyl-phenyl)-3-(3-fluoro-4-(4-methylpyrimidin-2-yl)oxo-phenyl)-5-methyl-1H-pyrrole-2-carboxamide